1-((6-bromopyridin-2-yl)methyl)-4-ethylpiperazine BrC1=CC=CC(=N1)CN1CCN(CC1)CC